N-(8-chloro-1,2,3,5,6,7-hexahydros-indacen-4-ylcarbamoyl)-3-cyano-5-(2-hydroxypropan-2-yl)benzenesulfonamide ClC=1C=2CCCC2C(=C2CCCC12)NC(=O)NS(=O)(=O)C1=CC(=CC(=C1)C(C)(C)O)C#N